CC1=NC(=C(C=C1)C=O)COC methyl-5-formyl-6-methoxymethyl-pyridine